tert-Butyl (3S,5S)-3-fluoro-5-[[6-[3-fluoro-4-(3,3,3-trifluoropropylsulfonylamino)phenyl]-8-methyl-pyrido[3,2-d]pyrimidin-2-yl]amino]piperidine-1-carboxylate F[C@@H]1CN(C[C@H](C1)NC=1N=CC2=C(N1)C(=CC(=N2)C2=CC(=C(C=C2)NS(=O)(=O)CCC(F)(F)F)F)C)C(=O)OC(C)(C)C